8-fluoro-N-hydroxy-2-((2s,4r)-6-oxaspiro[3.5]nonan-2-yl)-1,2,3,4-tetrahydroisoquinoline-6-carboxamide FC=1C=C(C=C2CCN(CC12)C1CC2(C1)COCCC2)C(=O)NO